6-acetyl-2-((5-(6-(4-(((tert-butyldimethylsilyl)oxy)methyl)phenyl)-2,6-diazaspiro[3.3]heptan-2-yl)pyridin-2-yl)amino)-8-cyclopentyl-5-methylpyrido[2,3-d]pyrimidin-7(8H)-one C(C)(=O)C1=C(C2=C(N=C(N=C2)NC2=NC=C(C=C2)N2CC3(C2)CN(C3)C3=CC=C(C=C3)CO[Si](C)(C)C(C)(C)C)N(C1=O)C1CCCC1)C